S1C(=NC2=C1C=CC=C2)C=2C=C(C=CC2)NC(C2=CC(=C(C=C2)OCC2=CC=C(C=C2)Cl)OC)=O N-[3-(1,3-benzothiazol-2-yl)phenyl]-4-[(4-chlorophenyl)methoxy]-3-methoxybenzamide